(2S,4S)-N-(3-(1-propenoyl-3-methyl-1H-pyrazol-4-yl)prop-2-yn-1-yl)-1-(3-cyano-6-methyl-4-(trifluoromethyl)pyridin-2-yl)-N-(4-fluorophenyl)-4-hydroxypyrrolidine-2-carboxamide C(C=C)(=O)N1N=C(C(=C1)C#CCN(C(=O)[C@H]1N(C[C@H](C1)O)C1=NC(=CC(=C1C#N)C(F)(F)F)C)C1=CC=C(C=C1)F)C